C(CCCCCCCCCCCCCCCCCCCCCCC)C(=O)CCCCCCCCCCCCCCCCCCCCCCCC dilignoceryl ketone